N-(trichloromethylthio)N-phenyl-benzenesulfonamide ClC(SN(S(=O)(=O)C1=CC=CC=C1)C1=CC=CC=C1)(Cl)Cl